(2S,4R)-2-methyl N-Boc-4-fluoro-pyrrolidine-2-carboxylate C(=O)(OC(C)(C)C)N1[C@@H](C[C@H](C1)F)C(=O)OC